ClC1=CC=C(C=N1)CC1CN(C1)C(=O)OC(C)(C)C tert-butyl 3-((6-chloropyridin-3-yl)methyl)azetidine-1-carboxylate